C1(CCCCC1)N1CCN(CC1)C(=O)C1=CC=C(C=C1)NC1=NC=CC(=N1)C=1C(=NN(C1)CC)C=1C=NC=CC1 (4-Cyclohexylpiperazin-1-yl)(4-((4-(1-ethyl-3-(pyridin-3-yl)-1H-pyrazol-4-yl)pyrimidin-2-yl)amino)phenyl)methanone